1-[2,4-dichloro-5-[(3-cyano-4-fluoro-phenyl)methoxy]phenyl]-3-[(1S)-1-(2-pyrimidin-2-yl-1,2,4-triazol-3-yl)ethyl]urea ClC1=C(C=C(C(=C1)Cl)OCC1=CC(=C(C=C1)F)C#N)NC(=O)N[C@@H](C)C=1N(N=CN1)C1=NC=CC=N1